(R)-N-((R)-1-(2-(4-chlorophenyl)-3,6-dimethyl-4-oxo-3,4-dihydroquinazolin-8-yl)ethyl)-2-methylpropane-2-sulfinamide ClC1=CC=C(C=C1)C1=NC2=C(C=C(C=C2C(N1C)=O)C)[C@@H](C)N[S@](=O)C(C)(C)C